ClC1=C(C=C(C(=C1)F)C(NC1=NC=C(C=C1)CC(F)(F)F)=O)NC(=O)C1=CN=C(S1)C N-[2-chloro-4-fluoro-5-[[5-(2,2,2-trifluoroethyl)pyridin-2-yl]carbamoyl]phenyl]-2-methyl-1,3-thiazole-5-carboxamide